(2-(4-(dimethylamino)phenyl)-1-(benzenesulfonyl)-1H-imidazol-4-yl)(3,4,5-trimethoxyphenyl)methanone CN(C1=CC=C(C=C1)C=1N(C=C(N1)C(=O)C1=CC(=C(C(=C1)OC)OC)OC)S(=O)(=O)C1=CC=CC=C1)C